6-methoxypyridin-3-sulfonyl chloride COC1=CC=C(C=N1)S(=O)(=O)Cl